C1(CC1)C12C(C=CC=C1)S2 cyclopropyl-benzene sulfide